FC=1C(=CC(=NC1)C)C1=CC(=NN1)C(=O)N1CCC(CC1)C(=O)NC1CCC(CC1)(C(F)(F)F)O 1-[5-(5-fluoro-2-methylpyridin-4-yl)-1H-pyrazole-3-carbonyl]-N-[(1s,4s)-4-hydroxy-4-(trifluoromethyl)cyclohexyl]piperidine-4-carboxamide